N[C@@H](CCCCNC(OC(C)(C)C)=O)C(NCCOCCOCCOCCC(=O)OCC1=CC=CC=C1)=O benzyl (S)-10-amino-2,2-dimethyl-4,11-dioxo-3,15,18,21-tetraoxa-5,12-diazatetracosan-24-oate